S(=O)(=O)=C1CC2CCC(C1)N2 3-Sulfonyl-8-azabicyclo[3.2.1]octane